N(=[N+]=[N-])[C@H]1C[C@H](N(C1)S(=O)(=O)C1=C(C=CC=C1)[N+](=O)[O-])C(=O)N(C)CCOCCN(C(OC(C)(C)C)=O)C tert-butyl (2-(2-((2S,4S)-4-azido-N-methyl-1-((2-nitrophenyl)sulfonyl)pyrrolidine-2-carboxamido) ethoxy)ethyl)(methyl)carbamate